CC1=CCCCC1 3-methylcyclohex-2-en